3-amino-2-naphthalenesulfonic acid NC=1C(=CC2=CC=CC=C2C1)S(=O)(=O)O